FC1=C(C=CC(=C1)[N+](=O)[O-])N1[C@@H]2CN([C@H](C1)C2)C(=O)OC(C)(C)C tert-butyl (1S,4S)-5-(2-fluoro-4-nitrophenyl)-2,5-diazabicyclo[2.2.1]heptane-2-carboxylate